C(C)(C)(C)OC(N(C)C1CN(C(C1)C)C1=NN(C2=C1C=NC(=C2)Cl)C2=NC(=NC=C2)C(C)(F)F)=O (1-(6-chloro-1-(2-(1,1-difluoroethyl)pyrimidin-4-yl)-1H-pyrazolo[4,3-c]pyridin-3-yl)-5-methylpyrrolidin-3-yl)(methyl)carbamic acid tert-butyl ester